CC1=CC=C(C=C1)N (S)-4-methylphenylamine